FC(C(=O)O)(F)F.C1N(CC12CNC2)C(C)=O 1-(2,6-diazaspiro[3.3]heptan-2-yl)ethanone trifluoroacetic acid salt